FC(C=1C=C(C=CC1F)C=1C=C2C(=NC1)C=NN2CC(=O)N2CC(C2)[C@@H](C)O)F |r| (Racemic)-2-[6-[3-(Difluoromethyl)-4-fluoro-phenyl]pyrazolo[4,3-b]pyridin-1-yl]-1-[3-(1-hydroxyethyl)azetidin-1-yl]ethanone